[(3-fluoropyridin-4-yl)methyl]-3-methylthieno[3,2-b]pyridin-7-amine dihydrochloride Cl.Cl.FC=1C=NC=CC1CC1=C(C2=NC=CC(=C2S1)N)C